FC=1C=C(C=CC1F)NC(N(C)[C@H]1CCC2=CC(=CC=C12)Cl)=O (S)-3-(3,4-difluorophenyl)-1-(5-chloro-2,3-dihydro-1H-inden-1-yl)-1-methylurea